C(C)N1CCC2(CN(C2)C2=CC(=C(C=C2)NC(OC(C)(C)C)=O)[N+](=O)[O-])CC1 tert-butyl (4-(7-ethyl-2,7-diazaspiro[3.5]nonan-2-yl)-2-nitrophenyl)carbamate